(cyclopropylmethyl)piperazin-2-one C1(CC1)CN1C(CNCC1)=O